N(=C=S)C1=CC(=CC=C1)OC(F)(F)F 1-isothiocyanato-3-(trifluoromethoxy)-benzene